C(C)(C)(C)OC(=O)N1[C@@H](CNCC1)C(=O)O (S)-1-(tert-butoxycarbonyl)piperazine-2-carboxylic acid